C(C)(C)(C)OC(NC1CCC(CC1)CC(C)(C)NC[C@H](O)C1=CC(=CC=C1)F)=O ((1R,4R)-4-(2-(((R)-2-(3-fluorophenyl)-2-hydroxyethyl)amino)-2-methylpropyl)cyclohexyl)carbamic acid tert-butyl ester